7-chloro-1H-pyrrolo[2,3-c]pyridin ClC=1N=CC=C2C1NC=C2